NCCNC1CCC(CC1)CC(=O)N1CC(C1)OC1=C(C=2O[B-]([C@@H]3C[C@@H]3C2C=C1)(O)O)C(=O)[O-] (2S,4R)-9-[1-({(1s,4r)-4-[(2-aminoethyl)amino]cyclohexyl}acetyl)azetidin-3-yl]oxy-5,5-dihydroxy-6-oxa-5-boranuidatricyclo[5.4.0.02,4]undeca-1(7),8,10-triene-8-carboxylate